10-amino-N-(2-amino-3-fluoro-4-((4-(trifluoromethyl)benzyl)amino)phenyl)decanamide NCCCCCCCCCC(=O)NC1=C(C(=C(C=C1)NCC1=CC=C(C=C1)C(F)(F)F)F)N